ClC=1C=C(C=CC1)C1=CC=C(C=C1)C1=CC(=CC=C1)Cl 3,3''-dichloro-1,1':4',1''-terphenyl